N-(2,3,6-trifluoro-4-((3-(2-(((3S,5S)-5-fluoropiperidin-3-yl)amino)pyrimidin-4-yl)pyridin-2-yl)oxy)phenyl)-1-(2-(trifluoromethyl)phenyl)methanesulfonamide FC1=C(C(=CC(=C1F)OC1=NC=CC=C1C1=NC(=NC=C1)N[C@@H]1CNC[C@H](C1)F)F)NS(=O)(=O)CC1=C(C=CC=C1)C(F)(F)F